2-(4-(benzyloxy)phenyl)-N-(1-(3'-chloro-[1,1'-biphenyl]-4-carbonyl)-4-(1H-tetrazol-5-yl)piperidin-4-yl)acetamide C(C1=CC=CC=C1)OC1=CC=C(C=C1)CC(=O)NC1(CCN(CC1)C(=O)C1=CC=C(C=C1)C1=CC(=CC=C1)Cl)C1=NN=NN1